6-bromo-8-(6-azaspiro[2.5]oct-6-yl)-3,4-dihydroisoquinolin-1(2H)-one BrC=1C=C2CCNC(C2=C(C1)N1CCC2(CC2)CC1)=O